9-(((2S,3S,4R)-3-ethyl-4-fluoro-5-oxopyrrolidin-2-yl)methoxy)imidazo[1,2-a]quinoline-4-carboxamide C(C)[C@H]1[C@H](NC([C@@H]1F)=O)COC=1C=CC=C2C=C(C=3N(C12)C=CN3)C(=O)N